(S)-phenyl-((R)-pyrrolidin-2-yl)methanol C1(=CC=CC=C1)[C@H](O)[C@@H]1NCCC1